4-[2-[3-(7-azaspiro[3.5]nonan-2-yloxy)cyclobutoxy]-5-ethylsulfonyl-phenyl]-6-methyl-1H-pyrrolo[2,3-c]pyridin-7-one C1C(CC12CCNCC2)OC2CC(C2)OC2=C(C=C(C=C2)S(=O)(=O)CC)C=2C1=C(C(N(C2)C)=O)NC=C1